O(CCOCC1OC1)CCOCC1OC1 2,2'-[oxybis(2,1-ethyleneoxymethylene)]dioxirane